(2R,3R)-2-amino-3-hydroxy-15-methylhexadecane-1-sulfonic acid N[C@@H](CS(=O)(=O)O)[C@@H](CCCCCCCCCCCC(C)C)O